4-(4-fluorophenyl)-N-[4-[(6-methoxy-1,5-naphthyridin-4-yl)oxy]phenyl]-5-methyl-3-oxopyrazine-2-carboxamide FC1=CC=C(C=C1)N1C(C(=NC=C1C)C(=O)NC1=CC=C(C=C1)OC1=CC=NC2=CC=C(N=C12)OC)=O